C[C@@H]1CCN=C2N1C1=CC=C(C=C1C(N2CC=2C=NN(C2)C)=O)S(=O)(=O)NC2(CC2)C (R)-1-methyl-5-((1-methyl-1H-pyrazol-4-yl)methyl)-N-(1-methylcyclopropyl)-6-oxo-2,3,5,6-tetrahydro-1H-pyrimido[1,2-a]quinazoline-8-sulfonamide